C(C)OC(=O)C=1C=NC(=CC1C1=C(C=CC=C1)C#C)C#N.COC1(COCC1)C1=CC(=NC=N1)N1N=CC=2C=NC(=CC21)CC(=O)N (1-(6-(3-methoxytetrahydrofuran-3-yl)pyrimidin-4-yl)-1H-pyrazolo[4,3-c]pyridin-6-yl)acetamide ethyl-6-cyano-4-(2-ethynylphenyl)-pyridine-3-carboxylate